C1CNCCC12CCC(CC2)=O 3-azaspiro[5.5]undecan-9-one